N[C@@H]1C2=CC(=CC=C2CC12CCN(CC2)C2=NC(=C(N=C2)SC2=C(C(=NC=C2)N)Cl)N)P(OCC)(OCC)=O diethyl (S)-(1-amino-1'-(6-amino-5-((2-amino-3-chloropyridin-4-yl) thio)pyrazin-2-yl)-1,3-dihydrospiro[indene-2,4'-piperidin]-6-yl)phosphonate